C1(=CC=C(C=C1)/C=C/C(=O)N(CC1OCCC1)C1=NNC=C1)C (E)-3-(p-tolyl)-N-(1H-pyrazol-3-yl)-N-(tetrahydro-furan-2-ylmethyl)prop-2-enamide